4,4'-bis(2-trifluoromethyl-4-aminophenoxy)benzophenone FC(C1=C(OC2=CC=C(C(=O)C3=CC=C(C=C3)OC3=C(C=C(C=C3)N)C(F)(F)F)C=C2)C=CC(=C1)N)(F)F